4-Fluorobenzyl (1-hydroxy-7-methyl-1,3-dihydrobenzo[c][1,2]oxaborole-6-carbonyl)-D-valinate OB1OCC2=C1C(=C(C=C2)C(=O)N[C@H](C(C)C)C(=O)OCC2=CC=C(C=C2)F)C